1-(2,4-Difluorophenyl)-1H-1,2,3-triazol FC1=C(C=CC(=C1)F)N1N=NC=C1